5-methyl-2-phenyloxazol CC1=CN=C(O1)C1=CC=CC=C1